2-(2-bromo-4-nitrophenyl)-1,3-dioxane BrC1=C(C=CC(=C1)[N+](=O)[O-])C1OCCCO1